2-methoxy-N-(pyridin-2-yl)benzamide Sodium 6-(4-(5-oxo-2-phenyl-5,6-dihydropyrimido[4,5-d]pyridazin-4-ylamino)phenyl)-6-azaspiro[2.5]octane-1-carboxylate O=C1C2=C(C=NN1)N=C(N=C2NC2=CC=C(C=C2)N2CCC1(CC1C(=O)[O-])CC2)C2=CC=CC=C2.[Na+].COC2=C(C(=O)NC1=NC=CC=C1)C=CC=C2